2-[(2E)-3-(4-tert-Butylphenyl)-2-methyl-2-propenylidene]malononitrile C(C)(C)(C)C1=CC=C(C=C1)/C=C(/C=C(C#N)C#N)\C